5-[(3-ethylaminophenoxypropylsulfanyl)methyl]oxazole-2(3H)-thione C(C)NC=1C=C(OCCCSCC2=CNC(O2)=S)C=CC1